2-(4-chloro-1-isopropyl-1H-pyrazol-5-yl)-4-(3-chloro-4-(4,4,5,5-tetramethyl-1,3,2-dioxaborolan-2-yl)benzyl)-6,7-dihydropyrazolo[1,5-a]pyrimidin-5(4H)-one ClC=1C=NN(C1C1=NN2C(N(C(CC2)=O)CC2=CC(=C(C=C2)B2OC(C(O2)(C)C)(C)C)Cl)=C1)C(C)C